(S)-4-(1-(difluoromethyl)-5-fluoro-2,3-dihydro-1H-benzo[d]pyrrolo[1,2-a]imidazol-7-yl)-5-fluoro-N-(5-((7-methyl-2,7-diazaspiro[3.5]nonan-2-yl)methyl)pyridin-2-yl)pyrimidin-2-amine FC([C@@H]1CCC=2N1C1=C(N2)C(=CC(=C1)C1=NC(=NC=C1F)NC1=NC=C(C=C1)CN1CC2(C1)CCN(CC2)C)F)F